2-(5-bromo-4-(2,3-difluorophenyl)thiophen-2-yl)ethan-1-ol BrC1=C(C=C(S1)CCO)C1=C(C(=CC=C1)F)F